NC1=NC2=CC(=C(C=C2C=C1CO[Si](C)(C)C(C)(C)C)C(=O)N(C1COC2=C1C=CC(=C2)C(F)(F)F)CCOC2CC2)F 2-amino-3-(((tert-butyldimethylsilyl)oxy)methyl)-N-(2-cyclopropyloxyethyl)-7-fluoro-N-(6-(trifluoromethyl)-2,3-dihydrobenzofuran-3-yl)quinoline-6-carboxamide